FC(C(=O)O)(F)F.COC=1C=C(C=CC2=NC(=NC(=C2)C=CC2=CC(=CC=C2)OC)OCCCCNC(=N)N)C=CC1 4-(4,6-bis(3-methoxystyryl)pyrimidin-2-oxy)butylguanidine trifluoroacetate